C(C1=CC=CC=C1)N1C(C(=CC(=C1)C(=O)N[C@H]1[C@@H](C1)CN(C)C)C(=O)NC)=O 1-benzyl-N5-((1R,2S)-2-((dimethylamino)methyl)cyclopropyl)-N3-methyl-2-oxo-1,2-dihydropyridine-3,5-dicarboxamide